N-(cis-4-(Difluoromethoxy)cyclohexyl)-4-methoxy-5-(pyrazolo[1,5-a]pyridin-5-yl)-7H-pyrrolo[2,3-d]pyrimidin-2-amine FC(O[C@H]1CC[C@H](CC1)NC=1N=C(C2=C(N1)NC=C2C2=CC=1N(C=C2)N=CC1)OC)F